NC1=C(C=2C(=NC(=C(N2)C([2H])([2H])[2H])C([2H])([2H])[2H])N1C1=C(C(=CC=C1C)O)C)C(=O)N 6-amino-5-(3-hydroxy-2,6-dimethyl-phenyl)-2,3-bis(trideuteriomethyl)pyrrolo[2,3-b]pyrazine-7-carboxamide